N-(9,9-dimethyl-9H-fluoren-2-yl)-N-(2-(phenanthren-2-yl)phenyl)-9,9-diphenyl-9H-fluoren-2-amine CC1(C2=CC=CC=C2C=2C=CC(=CC12)N(C1=CC=2C(C3=CC=CC=C3C2C=C1)(C1=CC=CC=C1)C1=CC=CC=C1)C1=C(C=CC=C1)C1=CC=2C=CC3=CC=CC=C3C2C=C1)C